COC1=C(C=CC(=C1)OC)CN(S(=O)(=O)C=1C=C(C=CC1OC)CC(=O)OC)CC1=C(C=C(C=C1)OC)OC methyl 2-[3-[bis[(2,4-dimethoxyphenyl)methyl]sulfamoyl]-4-methoxy-phenyl]acetate